bis(4-methyl-5-isocyanatophenyl)disulfide CC1=CC=C(C=C1N=C=O)SSC1=CC=C(C(=C1)N=C=O)C